cis-2-[4-(1-methyl-1H-pyrazol-5-yl)piperidin-1-yl]-6-azaspiro[3.4]octane-6-carboxylic acid ethyl ester fumarate salt C(\C=C\C(=O)O)(=O)O.C(C)OC(=O)N1CC2(CC(C2)N2CCC(CC2)C2=CC=NN2C)CC1